(3S,4R)-3-amino-4-fluoropiperidine-1-carboxylic acid tert-butyl ester C(C)(C)(C)OC(=O)N1C[C@@H]([C@@H](CC1)F)N